1-((1-methyl-1H-pyrazol-3-yl)methyl)-3-(4-(4-morpholinyl-6-(5-(morpholinomethyl)thiophen-2-yl)-1,3,5-triazin-2-yl)phenyl)urea CN1N=C(C=C1)CNC(=O)NC1=CC=C(C=C1)C1=NC(=NC(=N1)N1CCOCC1)C=1SC(=CC1)CN1CCOCC1